N-[2-(4-cyano-2-pyridyl)-2-(1-methylpyrazol-4-yl)propyl]-5-(2,4-difluorophenyl)isoxazole-3-carboxamide C(#N)C1=CC(=NC=C1)C(CNC(=O)C1=NOC(=C1)C1=C(C=C(C=C1)F)F)(C)C=1C=NN(C1)C